N[C@@H](C(C)C)C(=O)ON(C(C(CC)(C)C)=O)CC1=CC=CC=C1 N-((L-valyl)oxy)-N-benzyl-2,2-dimethylbutanamide